O=C1C=CC=C2OC3=CC=CC=C3C=C12 oxo-xanthene